NC1=C(C=C(C(=C1)Cl)C)C(CN=[N+]=[N-])=O 1-(2-amino-4-chloro-5-methylphenyl)-2-azidoethane-1-one